(4,4,5,5-tetramethyl-1,3,2-dioxaborolan-2-yl)spiro[chromane-2,4'-piperidine] CC1(OB(OC1(C)C)N1CCC2(CC1)OC1=CC=CC=C1CC2)C